5-Bromo-1-(4-methoxybenzyl)-4-(oxazol-5-yl)-1,3-dihydro-2H-benzo[b]azepin-2-one BrC=1C2=C(N(C(CC1C1=CN=CO1)=O)CC1=CC=C(C=C1)OC)C=CC=C2